2-AMINO-5-FORMYLBENZONITRILE NC1=C(C#N)C=C(C=C1)C=O